6-(2-((5-cyclopropyl-3-(2,6-dichlorophenyl)isoxazol-4-yl)methylene)-7-azaspiro[3.5]non-7-yl)-1-methyl-1H-indole-3-carboxylic acid C1(CC1)C1=C(C(=NO1)C1=C(C=CC=C1Cl)Cl)C=C1CC2(C1)CCN(CC2)C2=CC=C1C(=CN(C1=C2)C)C(=O)O